2-(m-methylphenyl)ethanol (S)-Methyl-6-(2-(pyridin-3-yl)pyrrolidin-1-yl)hexanoate C[C@H](C(=O)OCCC1=CC(=CC=C1)C)CCCCN1C(CCC1)C=1C=NC=CC1